C[Si](C1=CC=CC=C1)(C)OB(O)O (dimethyl-phenyl-silyl)boric acid